(R)-1-(difluoromethylene)-5-(4,5-dimethyl-6-((1-methylpiperidin-3-yl)amino)pyridazin-3-yl)-2,3-dihydro-1H-inden-4-ol FC(=C1CCC=2C(=C(C=CC12)C=1N=NC(=C(C1C)C)N[C@H]1CN(CCC1)C)O)F